tert-Butyl ((6-bromoisoquinolin-3-yl)methyl)carbamate BrC=1C=C2C=C(N=CC2=CC1)CNC(OC(C)(C)C)=O